(Z)-4-(2-chlorophenylsulfonyl)-3-fluorobut-2-en-1-amine ClC1=C(C=CC=C1)S(=O)(=O)C/C(=C/CN)/F